(R)-6-fluoro-3-{[3-fluoro-2-(methylaminosulfonylamino)-4-pyridyl]methyl}-4-methyl-7-(3-pyridazinyloxy)-3,4-dihydro-2H-1,3-benzoxazin-2-one FC=1C(=CC2=C([C@H](N(C(O2)=O)CC2=C(C(=NC=C2)NS(=O)(=O)NC)F)C)C1)OC=1N=NC=CC1